tert-butyl 4-(4-bromo-2-chloro-6-methylphenyl)-4-cyanobutanoate BrC1=CC(=C(C(=C1)C)C(CCC(=O)OC(C)(C)C)C#N)Cl